C1(CC1)C1=NN(C(=C1)CO)C (3-cyclopropyl-1-methyl-1H-pyrazol-5-yl)methanol